FC=1C=C(C=C(C1)F)C(C)O 1-(3,5-difluorophenyl)ethanol